C1(CC1)NC(=O)NC1=NC=CC(=C1)OC1=C(C(=C(C=C1)NC1=NC=CC=2C=C(N(C(C12)=O)C1=CC=C(C=C1)F)C)C)C 1-cyclopropyl-3-(4-(4-((7-(4-fluorophenyl)-6-methyl-8-oxo-7,8-dihydro-2,7-naphthyridin-1-yl)amino)-2,3-dimethylphenoxy)pyridin-2-yl)urea